Cl.C1(CC1)COC1=C(SC=C1)CNCC[C@]1(CCOC2(CCCC2)C1)C1=NC=CC=C1 (R)-N-((3-(cyclopropylmethoxy)thiophen-2-yl)methyl)-2-(9-(pyridin-2-yl)-6-oxaspiro[4.5]decan-9-yl)ethanamine hydrochloride